CC1(OB(OC1(C)C)C=1C=NN(C1)CC(=O)OC(C)(C)C)C tert-butyl 2-(4-(4,4,5,5-tetramethyl-1,3,2-dioxaborolane-2-yl)-1H-pyrazol-1-yl)acetate